3-[3-isopropyl-2-oxo-5-[4-[[4-(4-piperidylmethyl)-1-piperidyl]methyl]-1-piperidyl]benzimidazol-1-yl]piperidine-2,6-dione C(C)(C)N1C(N(C2=C1C=C(C=C2)N2CCC(CC2)CN2CCC(CC2)CC2CCNCC2)C2C(NC(CC2)=O)=O)=O